N,N'-bis-[2-(1H-imidazol-4-yl)ethyl]propanediamide oxalate C(C(=O)O)(=O)O.N1C=NC(=C1)CCNC(CC(=O)NCCC=1N=CNC1)=O